2,6-di-tert-butyl-4-dimethylamino-methylphenol C(C)(C)(C)C1=C(C(=CC(=C1C)N(C)C)C(C)(C)C)O